1,4-dimethyl-8-nitro-1,2,3,4,5,6-hexahydrobenzo[e][1,4]diazinon CN1C(CN(C2=C1C(=CCC2)[N+](=O)[O-])C)=O